3-(3-chloro-4-methylphenyl)urea ClC=1C=C(C=CC1C)NC(N)=O